COC1=CC=C2C(=N1)NC=C2C2=CC=1N(C=C2)N=CC1C=1C=NN(C1)C 6-methoxy-3-(3-(1-methyl-1H-pyrazol-4-yl)pyrazolo[1,5-a]pyridin-5-yl)-1H-pyrrolo[2,3-b]pyridine